(5-pyridin-3-yl-2-trifluoromethoxy-phenyl)-carbamic acid tert-butyl ester C(C)(C)(C)OC(NC1=C(C=CC(=C1)C=1C=NC=CC1)OC(F)(F)F)=O